C(C1=CC=CC=C1)(C1=CC=CC=C1)OCCN(C)C N,N-dimethylaminoethyl benzhydryl ether